tert-butyl 2-methyl-2,7-diazaspiro[3.5]nonane-7-carboxylate CN1CC2(C1)CCN(CC2)C(=O)OC(C)(C)C